O[C@@H]1[C@@H](C2=CC=CC=C2C1)NC1=C(C(OC(=C1)C(=O)NC=1SC(=NN1)N1N=CC=C1C)=O)OC 4-(((1R,2S)-2-hydroxy-2,3-dihydro-1H-inden-yl)amino)-3-methoxy-N-(5-(5-methyl-1H-pyrazol-1-yl)-1,3,4-thiadiazol-2-yl)-2-oxo-2H-pyran-6-carboxamide